BrCC=O 2-bromioethan-1-one